C1(CCCCC1)C[C@H](C(C)C)NC(=O)[C@@H]1NCC2=CC(=CC=C2C1)O (3R)-N-[(1R)-1-(cyclohexylmethyl)-2-methylpropyl]-7-hydroxy-1,2,3,4-tetrahydroisoquinoline-3-carboxamide